2-(3-(3-chloro-4-methylphenyl)-5-cyclopropyl-4-(4-sulfamoylbenzyl)-1H-pyrazol-1-yl)thiazole-4-carboxylate ClC=1C=C(C=CC1C)C1=NN(C(=C1CC1=CC=C(C=C1)S(N)(=O)=O)C1CC1)C=1SC=C(N1)C(=O)[O-]